CC1=C(OC=2CCC3=CN(N=C3C21)CC2=NC=CC=C2)C(=O)NCC2=NOC=C2 8-Methyl-N-(1,2-oxazol-3-ylmethyl)-2-(pyridin-2-ylmethyl)-4,5-dihydro-2H-furo[2,3-g]indazol-7-carboxamid